BrC=1C=NN2N=CC=CC21 3-bromopyrazolo[1,5-b]pyridazine